C(#N)CC1CC(C1)(C1=NN=CN1C)C=1C=C(C=CC1)NC(=O)C=1C=2N(C=C(C1)CNCC1CCC1)C=CN2 N-(3-((1s,3s)-3-(cyanomethyl)-1-(4-methyl-4H-1,2,4-triazol-3-yl)cyclobutyl)phenyl)-6-(((cyclobutylmethyl)amino)methyl)imidazo[1,2-a]pyridine-8-carboxamide